(2-(2,6-dioxopiperidin-3-yl)-7-methoxy-3-oxoisoindolin-5-yl)methyl (4-(pyridin-2-yl) phenyl)carbamate N1=C(C=CC=C1)C1=CC=C(C=C1)NC(OCC=1C=C2C(N(CC2=C(C1)OC)C1C(NC(CC1)=O)=O)=O)=O